6-(2,5-dioxo-2,5-dihydro-1H-pyrrol-1-yl)-N-(2-(ethoxymethyl)-1-(2-hydroxy-2-methylpropyl)-1H-imidazo[4,5-c]quinolin-4-yl)hexanamide O=C1N(C(C=C1)=O)CCCCCC(=O)NC1=NC=2C=CC=CC2C2=C1N=C(N2CC(C)(C)O)COCC